3-(2-amino-[1,2,4]triazolo[1,5-a]pyridin-7-yl)-6-chloro-N-(3-(4,4-difluorocyclohexyl)-2,2-difluoro-3-hydroxy-propyl)-2-fluorobenzamide NC1=NN2C(C=C(C=C2)C=2C(=C(C(=O)NCC(C(O)C3CCC(CC3)(F)F)(F)F)C(=CC2)Cl)F)=N1